(3-Chloro-4-fluorophenyl)-1-(4-methoxyphenyl)-1-((1-methyl-4,5,6,7-tetrahydro-1H-indazol-3-yl)methyl)urea ClC=1C=C(C=CC1F)NC(N(CC1=NN(C=2CCCCC12)C)C1=CC=C(C=C1)OC)=O